BrC1=C(C(=CC(=C1)C(C(F)(F)F)(C(F)(F)F)F)SC)NC(C1=CC(=C(C=C1)F)[N+](=O)[O-])=O N-[2-bromo-4-(perfluoroisopropyl)-6-methylthiophenyl]-4-fluoro-3-nitrobenzamide